C(C)(C)(C)OC(N)=O carbamic acid Tert-butyl Ester